CC1=C(C=CC(=C1)CC1CCNCC1)N1N=CC(=C1)C(=O)NCC1=NC(=NN1)C(C(F)(F)F)(C)C 1-[2-methyl-4-(4-piperidylmethyl)phenyl]-N-[[3-(2,2,2-trifluoro-1,1-dimethyl-ethyl)-1H-1,2,4-triazol-5-yl]methyl]pyrazole-4-carboxamide